2-(2-fluorophenyl)-N-(3-methoxy-4-morpholinophenyl)pyrazolo[1,5-a][1,3,5]triazin-4-amine FC1=C(C=CC=C1)C1=NC=2N(C(=N1)NC1=CC(=C(C=C1)N1CCOCC1)OC)N=CC2